(5-((3-(1-(1-(3-Bromophenyl)-3-((2,2-dimethylbut-3-yn-1-yl)oxy)propyl)-1H-pyrazol-3-yl)-4-fluorophenyl)thio)-6-fluoro-1-tosyl-1H-indol-4-yl)methanol BrC=1C=C(C=CC1)C(CCOCC(C#C)(C)C)N1N=C(C=C1)C=1C=C(C=CC1F)SC=1C(=C2C=CN(C2=CC1F)S(=O)(=O)C1=CC=C(C)C=C1)CO